NC1=NNC2=CC=C(C=C12)C1=C2C(=NC=C1)NC(=C2)C(=O)NCCN 4-(3-Amino-1H-indazol-5-yl)-N-(2-aminoethyl)-1H-pyrrolo[2,3-b]pyridine-2-carboxamide